NCC(C)(C)C=1C=C(C(=O)NCC(=O)NC=2SC=C(N2)C2=CC=C3C=CN(C(C3=C2)=O)C)C=CC1 3-(1-amino-2-methylpropan-2-yl)-N-(2-((4-(2-methyl-1-oxo-1,2-dihydroisoquinolin-7-yl)thiazol-2-yl)amino)2-oxoethyl)benzamide